ClC1=NC2=C(C(=CC=C2C(=N1)N1C[C@@H](N(CC1)C(=O)OC(C)(C)C)CC#N)C1=CC=CC2=CC=C(C(=C12)C#C[Si](C(C)C)(C(C)C)C(C)C)F)F tert-butyl (S)-4-(2-chloro-8-fluoro-7-(7-fluoro-8-((triisopropylsilyl)ethynyl)naphthalen-1-yl)quinazolin-4-yl)-2-(cyanomethyl)piperazine-1-carboxylate